C(C)(C)(C)OC(=O)N1CC2(C(C1)C(=O)O)CCOCC2 2-(tert-butoxycarbonyl)-8-oxa-2-azaspiro[4.5]decane-4-carboxylic acid